C(CC)(=O)NO Propanehydroxamic acid